N-(3-bromo-4-fluoro-5-(1,3,5-trimethyl-1H-pyrazol-4-yl)phenyl)-N-methylethylsulfonamide BrC=1C=C(C=C(C1F)C=1C(=NN(C1C)C)C)N(S(=O)(=O)CC)C